[Si](C)(C)(C(C)(C)C)O[C@@H](CNC(OC(C)(C)C)=O)C[C@H](O)C=1C=NC=C(C1Cl)Cl tert-butyl ((2R,4S)-2-((tert-butyldimethylsilyl)oxy)-4-(4,5-dichloropyridin-3-yl)-4-hydroxybutyl)carbamate